ethyl 3-((2-methylfuran-3-yl)thio)propanoate CC=1OC=CC1SCCC(=O)OCC